C1(=CC=CC=C1)C1=CC(N(C=C1)CC1CCN(CC12CCCC2)C([C@@H](CC(F)(F)F)C)=O)=O 4-Phenyl-1-((7-((R)-4,4,4-trifluoro-2-methylbutanoyl)-7-azaspiro[4.5]decan-10-yl)methyl)pyridin-2(1H)-one